2-(3-(4-((1H-pyrazol-3-yl)amino)-5-isobutoxy-6-methylquinazolin-2-yl)-phenoxy)-N-(tert-butyl)acetamide bistrifluoroacetic acid salt FC(C(=O)O)(F)F.FC(C(=O)O)(F)F.N1N=C(C=C1)NC1=NC(=NC2=CC=C(C(=C12)OCC(C)C)C)C=1C=C(OCC(=O)NC(C)(C)C)C=CC1